p-Nitro-Phenyl Chloroformate ClC(=O)OC1=CC=C(C=C1)[N+](=O)[O-]